ClC1=CC(=CC2=C1NC[C@@H]1[C@@H](C(N2C)=O)N(C(C1)=O)C1=NC(=CC(=C1)C(F)(F)F)C)F (3aR,11aS)-6-chloro-8-fluoro-10-methyl-1-(6-methyl-4-(trifluoromethyl)pyridin-2-yl)-1,3a,4,5,10,11a-hexahydro-2H-benzo[b]pyrrolo[2,3-f][1,4]diazocine-2,11(3H)-dione